4-(4-(4-fluorobenzyl)-1,2,3,4-tetrahydroquinoxaline-1-carboxamido)piperidine FC1=CC=C(CN2CCN(C3=CC=CC=C23)C(=O)NC2CCNCC2)C=C1